FC1=C(C=C(C(=C1)C)C1=CC2=C(N=C(N=C2)NC)N=C1C)NC(=O)N1C[C@@H](OCC1)C(F)(F)F (2R)-N-[2-fluoro-4-methyl-5-[7-methyl-2-(methylamino)pyrido[2,3-d]pyrimidin-6-yl]phenyl]-2-(trifluoromethyl)morpholine-4-carboxamide